(E)-3-[4,7-difluoro-2-(4-fluorophenyl)-1H-indol-3-yl]-N-[(3S)-2-oxopyrrolidin-3-yl]prop-2-enamide FC1=C2C(=C(NC2=C(C=C1)F)C1=CC=C(C=C1)F)/C=C/C(=O)N[C@@H]1C(NCC1)=O